tributyl-(cyclobutylethynyl)stannane C(CCC)[Sn](C#CC1CCC1)(CCCC)CCCC